C(C)(C)OC=1C=NC(=NC1)C1=NSC(=N1)NC1=NC=C(C=C1N(C(C)=O)C)C(F)(F)F N-(2-(3-(5-isopropoxy-pyrimidin-2-yl)-1,2,4-thiadiazol-5-ylamino)-5-(trifluoromethyl)pyridin-3-yl)-N-methylacetamide